2-(4-n-dodecylbenzyl)-2-(dimethylamino)-1-(4-morpholinophenyl)butan-1-one C(CCCCCCCCCCC)C1=CC=C(CC(C(=O)C2=CC=C(C=C2)N2CCOCC2)(CC)N(C)C)C=C1